dibenzo[B,d]thiophen-2-ylboronic acid C1=C(C=CC=2SC3=C(C21)C=CC=C3)B(O)O